methyl 4-(2-(2-(3-(3-bromophenyl)-3-oxopropyl)-5-oxopyrazolidin-1-yl)ethyl)-2-hydroxybenzoate BrC=1C=C(C=CC1)C(CCN1N(C(CC1)=O)CCC1=CC(=C(C(=O)OC)C=C1)O)=O